2,4,6-tris(3-(pyrimidin-5-yl)phenyl)-1,3,5-triazine N1=CN=CC(=C1)C=1C=C(C=CC1)C1=NC(=NC(=N1)C1=CC(=CC=C1)C=1C=NC=NC1)C1=CC(=CC=C1)C=1C=NC=NC1